5-amino-3-cyclopropylpyrazole-1-carboxylic acid (4-benzimidazol-1-yl-phenyl)-amide N1(C=NC2=C1C=CC=C2)C2=CC=C(C=C2)NC(=O)N2N=C(C=C2N)C2CC2